N-(1-propylidene)-3-(triethoxysilyl)-1-propylamine C(CC)=NCCC[Si](OCC)(OCC)OCC